4-(5-(7,8-dimethyl-[1,2,4]triazolo[1,5-a]pyridin-6-yl)-6-isopropyl-4H-pyrrolo[3,2-d]thiazol-2-yl)-N-((1-methylcyclobutyl)methyl)cyclohexan-1-amine CC1=C(C=2N(C=C1C1=C(C=3N=C(SC3N1)C1CCC(CC1)NCC1(CCC1)C)C(C)C)N=CN2)C